N-(decyloxypropyl)-N-methyl-1,3-diaminopropane C(CCCCCCCCC)OCCCN(CCCN)C